Methyl 1-methyl-2-[(E)-2-nitroethenyl]-1H-imidazole-4-carboxylate CN1C(=NC(=C1)C(=O)OC)\C=C\[N+](=O)[O-]